(1R,2S,5S)-N-((S)-4-(azetidin-1-yl)-3,4-dioxo-1-((S)-2-oxopiperidin-3-yl)butan-2-yl)-3-(4-methoxy-1H-indole-2-carbonyl)-6,6-dimethyl-3-azabicyclo[3.1.0]hexane-2-carboxamide N1(CCC1)C(C([C@H](C[C@H]1C(NCCC1)=O)NC(=O)[C@@H]1[C@H]2C([C@H]2CN1C(=O)C=1NC2=CC=CC(=C2C1)OC)(C)C)=O)=O